IC1CC2(CN(C2)C(=O)OC(C)(C)C)CC1 tert-butyl 6-iodo-2-azaspiro[3.4]octane-2-carboxylate